4-(2-(dimethylphosphino)phenyl)-5-fluoropyrimidin-2,4-diamine CP(C1=C(C=CC=C1)C1(NC(=NC=C1F)N)N)C